4-[2-[7-[1,1-dimethyl-3-(4-sulfobutyl)benzo[e]indol-3-ium-2-yl]hepta-2,4,6-trienylidene]-1,1-dimethylbenzo[e]indol-3-yl]butane-1-sulfonic acid CC1(C(=[N+](C=2C=CC3=C(C12)C=CC=C3)CCCCS(=O)(=O)O)C=CC=CC=CC=C3N(C=1C=CC2=C(C1C3(C)C)C=CC=C2)CCCCS(=O)(=O)O)C